C(C1=CC=CC=C1)C=1C(=C(C=CC1)N1C=NC=C1)OCC (benzyl-ethoxyphenyl)-1H-imidazole